5-chloro-4-methylpyridin ClC=1C(=CC=NC1)C